CC(CCO)(CC(C)C)C 3,3,5-trimethylhexanol